[1-(2H-1,3-benzodioxol-5-yl)propan-2-yl](ethyl)amine O1COC2=C1C=CC(=C2)CC(C)NCC